C(C=C)(=O)N1C[C@@H](N(C[C@@H]1C)C1=NC(=NC2=C1N=C(N(C2=O)C2=CC=CC1=CC=CC(=C21)Cl)C)OC[C@H]2N(CCC2)C)C 8-((2S,5S)-4-acryloyl-2,5-dimethylpiperazin-1-yl)-3-(8-chloronaphthalen-1-yl)-2-methyl-6-(((S)-1-methylpyrrolidin-2-yl)methoxy)pyrimido[5,4-d]Pyrimidin-4(3H)-one